[Si](C)(C)(C(C)(C)C)OCCN1CC=2N(CC1)N=C(C2)C(=O)NC2=C(C(=CC=C2)B2OC(C(O2)(C)C)(C)C)C 5-[2-[tert-butyl(dimethyl)silyl]oxyethyl]-N-[2-methyl-3-(4,4,5,5-tetramethyl-1,3,2-dioxaborolan-2-yl)phenyl]-6,7-dihydro-4H-pyrazolo[1,5-a]pyrazine-2-carboxamide